C(CCCCC(C)C)(=O)[O-].[Zn+2].C(CCCCC(C)C)(=O)[O-] Zinc Iso-Octanoate